BrC1=NN(C2=C1C=NC(=C2)C(=O)N2CCOCCC2)CCC (3-bromo-1-propyl-pyrazolo[4,3-c]pyridin-6-yl)-(1,4-oxaazepan-4-yl)methanone